C1(CCC1)C=1SC(=CN1)C1=NC(=NC=C1)NC1CC2(CS(C2)(=O)=O)C1 2-cyclobutyl-5-(2-((2,2-dioxido-2-thiaspiro[3.3]heptan-6-yl)amino)pyrimidin-4-yl)thiazol